N-(pyridin-2-ylmethyl)-1,3-thiazole-4-carboxamide N1=C(C=CC=C1)CNC(=O)C=1N=CSC1